5-FLUORO-L-PROLINE FC1CC[C@H](N1)C(=O)O